2-((2R,5S)-5-methyl-2-(2-(1-methylpiperidin-4-yl)quinolin-7-yl)piperidin-1-yl)-2-oxo-N-(1H-pyrazolo[4,3-c]pyridin-7-yl)acetamide C[C@H]1CC[C@@H](N(C1)C(C(=O)NC=1C2=C(C=NC1)C=NN2)=O)C2=CC=C1C=CC(=NC1=C2)C2CCN(CC2)C